1-(4-(4-((1-(2,2-difluoroethyl)-1H-pyrazol-4-yl)amino)pyrimidin-2-yl)phenyl)imidazolidin-2-one FC(CN1N=CC(=C1)NC1=NC(=NC=C1)C1=CC=C(C=C1)N1C(NCC1)=O)F